(S)-2-(sec-butyl)-8-(2-chloro-4-phenoxybenzoyl)-1,6-dihydropyrazolo[3,4-d]Pyrrolo[2,3-b]Pyridin-3(2H)-one [C@H](C)(CC)N1NC2=C3C(=NC=C2C1=O)NC=C3C(C3=C(C=C(C=C3)OC3=CC=CC=C3)Cl)=O